(3R,4S)-3-((2-(cyclopropylamino)pyrimidin-4-yl)oxy)-4-fluoropyrrolidin C1(CC1)NC1=NC=CC(=N1)O[C@@H]1CNC[C@@H]1F